3-(4-fluorophenyl)-1-methyl-4-(1H-pyrazolo[3,4-b]pyridin-4-yl)-1H-pyrrole-2-carbonitrile FC1=CC=C(C=C1)C1=C(N(C=C1C1=C2C(=NC=C1)NN=C2)C)C#N